ClC=1C=C(OC2=NC=C(C(=O)O)C=C2)C=CC1 6-(3-chlorophenoxy)nicotinic acid